BrC=1C2(C3=CC=C(C(=C3C1)Cl)Cl)CCC1(CC2)NC(NC1=O)=O 2''-bromo-4'',5''-dichlorodispiro[imidazolidine-4,1'-cyclohexane-4',1''-indene]-2,5-dione